CN(C=1C(=NC(=NC1)NC=1C(=CC(=C(C1)NC(C=C)=O)N(C)CCN(C)C)OC)N1C=CC2=CC=CC=C12)C N-(5-(5-(Dimethylamino)-4-(1H-indol-1-yl)pyrimidin-2-ylamino)-2-((2-(dimethylamino)ethyl)(methyl)amino)-4-methoxyphenyl)acrylamide